F[C@@H]1[C@H](C1)C1=NOC(=N1)/C=C/C(=O)OCC (E)-ethyl 3-(3-((1R,2S)-2-fluorocyclopropyl)-1,2,4-oxadiazol-5-yl)acrylate